1-chloro-2,4-diisocyanobenzene ClC1=C(C=C(C=C1)[N+]#[C-])[N+]#[C-]